1-(oxan-2-yl)-3-(4,4,5,5-tetramethyl-1,3,2-dioxaborolan-2-yl)indazole-7-carbonitrile O1C(CCCC1)N1N=C(C2=CC=CC(=C12)C#N)B1OC(C(O1)(C)C)(C)C